(3R,4S)-3-(cyclopropylmethoxy)-7-fluorochroman-4-amine C1(CC1)CO[C@H]1COC2=CC(=CC=C2[C@@H]1N)F